1-(2-methoxyethyl)-3-quinolin-3-ylurea COCCNC(=O)NC=1C=NC2=CC=CC=C2C1